Fmoc-L-proline C(=O)(OCC1C2=CC=CC=C2C2=CC=CC=C12)N1[C@@H](CCC1)C(=O)O